N=1C=C(N2C1C=CC=C2)C(=O)N2[C@@H](C1=C(CC2)C(=CS1)C(=O)[O-])C.[Li+] lithium (R)-6-(imidazo[1,2-a]pyridine-3-carbonyl)-7-methyl-4,5,6,7-tetrahydrothieno[2,3-c]pyridine-3-carboxylate